C(C)(=O)C1=CC=C(C=C1)OC#CC Propynyl (4-acetyl)phenyl ether